O1CCC(C2=C1C(=C(C(=C2[2H])[2H])[2H])[2H])=O 3,4-dihydro(5,6,7,8-2H4)-2H-1-benzopyran-4-one